OCC(NCC(=O)O)(CO)CO (N-[Tris(hydroxymethyl)methyl])Glycine